[Si](C)(C)(C(C)(C)C)O[C@@H]1[C@H](O[C@H]2N=C(O[C@H]21)N)CO[Si](C)(C)C(C)(C)C (3aR,5R,6R,6aS)-6-((tert-butyldimethylsilyl)oxy)-5-(((tert-butyldimethylsilyl)oxy)methyl)-3a,5,6,6a-tetrahydrofuro[2,3-d]oxazol-2-amine